Cl.FC=1C=C(OC2CC(C2)NCC2=C3C=CN=CC3=CC=C2F)C=CC1OC(F)(F)F (1r,3r)-3-(3-fluoro-4-(trifluoromethoxy)phenoxy)-N-((6-fluoroisoquinolin-5-yl)methyl)cyclobutane-1-amine hydrochloride